3-aminopropylether NCCCOCCCN